4-(4-acryl-cis-3,5-dimethylpiperazin-1-yl)-6,7-dichloro-1-(4,6-diisopropylpyrimidin-5-yl)pyrido[2,3-d]Pyrimidin-2(1H)-one C(=O)(C=C)N1[C@@H](CN(C[C@@H]1C)C=1C2=C(N(C(N1)=O)C=1C(=NC=NC1C(C)C)C(C)C)N=C(C(=C2)Cl)Cl)C